C12CC(CC(C1)C2)OC2=C(C=C(C=C2)NC(=O)C=2N=C(OC2CC(F)(F)F)N2CC(C2)(C)CO)F N-(4-(bicyclo[3.1.1]heptan-3-yloxy)-3-fluorophenyl)-2-(3-(hydroxymethyl)-3-methylazetidin-1-yl)-5-(2,2,2-trifluoroethyl)oxazole-4-carboxamide